5-(3-(3-((3-chloro-4-(trifluoromethoxy)benzyl)amino)propanamido)propyl)-4-oxo-4,5-dihydro-3H-pyrazolo[3,4-c]quinoline-7-carboxylic acid ClC=1C=C(CNCCC(=O)NCCCN2C(C3=C(C=4C=CC(=CC24)C(=O)O)C=NN3)=O)C=CC1OC(F)(F)F